2-bromo-1-(4-(methylsulfonyl)phenyl)ethanone BrCC(=O)C1=CC=C(C=C1)S(=O)(=O)C